tert-butyl ((1s,4s)-4-(((4-(tert-butyl)phenyl)amino)methyl)cyclohexyl)carbamate C(C)(C)(C)C1=CC=C(C=C1)NCC1CCC(CC1)NC(OC(C)(C)C)=O